2-(benzylthio)-7-phenethyl-7,8-dihydro-1,6-naphthyridine-6(5H)-carboxylic acid tert-butyl ester C(C)(C)(C)OC(=O)N1CC=2C=CC(=NC2CC1CCC1=CC=CC=C1)SCC1=CC=CC=C1